FC1=C(C(=C(C=C1)[C@@H]1[C@H](O[C@@](C1)(C(F)(F)F)C)C(=O)NC1=CC(=NC=C1)C(=O)N)OC)C |r| rac-4-((2S,3R,5S)-3-(4-fluoro-2-methoxy-3-methylphenyl)-5-methyl-5-(trifluoromethyl)tetrahydrofuran-2-carboxamido)picolinamide